biphenyl-2-ylcarbamic acid 1-(2-{[4-(4-carbamoylpiperidin-1-ylmethyl)benzoyl]methylamino}ethyl)piperidin-4-yl ester C(N)(=O)C1CCN(CC1)CC1=CC=C(C(=O)N(CCN2CCC(CC2)OC(NC2=C(C=CC=C2)C2=CC=CC=C2)=O)C)C=C1